CCC(CCC)S(=O)(=O)O.FC(C1=C(C=CC=C1)C1=C(C=CC=C1)C(F)(F)F)(F)F 2,2'-bis(trifluoromethyl)-(1,1-biphenyl) 3-hexanesulfonate